Tert-butyl (2-(3-(methylamino)naphthalen-2-yl)ethyl)carbamate CNC=1C(=CC2=CC=CC=C2C1)CCNC(OC(C)(C)C)=O